3-(4-(4-(1-butyl-5-(4-(4-chlorophenoxy)phenyl)-1H-pyrazol-3-yl)piperidin-1-yl)butyl)-1H-indole-5-carbonitrile C(CCC)N1N=C(C=C1C1=CC=C(C=C1)OC1=CC=C(C=C1)Cl)C1CCN(CC1)CCCCC1=CNC2=CC=C(C=C12)C#N